N-[(1R)-1-[3-chloro-6-(4-methylpiperazin-1-yl)pyridin-2-yl]ethyl]propionamide ClC=1C(=NC(=CC1)N1CCN(CC1)C)[C@@H](C)NC(CC)=O